CNCC1=NC(=NO1)C N-methyl-1-(3-methyl-1,2,4-oxadiazol-5-yl)methanamine